hexane-2,4-dione tetrahydrochloride Cl.Cl.Cl.Cl.CC(CC(CC)=O)=O